N1C=CC2=CC=CC(=C12)C1=NC2=C(N1)C=CC(=C2)\N=C\C2=C(C(=C(C(=C2)Br)O)Br)O (E)-4-(((2-(1H-Indol-7-yl)-1H-benzo[d]imidazol-5-yl)imino)methyl)-2,6-dibromobenzene-1,3-diol